[N+](=O)([O-])C1=C(C=CC=C1)S(=O)(=O)OC1=NC(=NC2=C(C(=C(C=C12)Cl)C1=CC=C(C=2SC(=C(C21)C#N)N)F)F)OC[C@]21CCCN1C[C@@H](C2)F 7-((R)-2-amino-3-cyano-7-fluorobenzo[b]thiophen-4-yl)-6-chloro-8-fluoro-2-(((2R,7aS)-2-fluorotetrahydro-1H-pyrrolizin-7a(5H)-yl)methoxy)quinazolin-4-yl 2-nitrobenzenesulfonate